C(C)(C)(C)OC(=O)N[C@@H](CC(C)C)C(=O)OCCOC=1C=CC2=C(C1)OC(C=1C2N2N(CC1)C(N(C2=O)C2=CC=C(C=C2)C(C)=O)=O)(C)C 2-((2-(4-acetylphenyl)-7,7-dimethyl-1,3-dioxo-2,3,5,12b-tetrahydro-1H,7H-chromeno[4,3-c][1,2,4]triazolo[1,2-a]pyridazin-10-yl)oxy)ethyl (tert-butoxycarbonyl)-L-leucinate